3-(3-(4-(2-(pyridin-3-yl)acetylamino)phenoxy)azetidin-1-yl)-2-(1H-pyrrol-1-yl)benzoic acid N1=CC(=CC=C1)CC(=O)NC1=CC=C(OC2CN(C2)C=2C(=C(C(=O)O)C=CC2)N2C=CC=C2)C=C1